3-(dimethylamino)propyl-4-methyl-2,5-bis((9Z,12Z)-octadeca-9,12-dien-1-yloxy)benzyl carbonate C(OC(C1=C(C=C(C(=C1)OCCCCCCCC\C=C/C\C=C/CCCCC)C)OCCCCCCCC\C=C/C\C=C/CCCCC)CCCN(C)C)([O-])=O